2-(4-(10-phenylanthracen-9-yl)phenyl)-5,9-dioxa-13b-boranaphtho[3,2,1-de]anthracene C1(=CC=CC=C1)C1=C2C=CC=CC2=C(C2=CC=CC=C12)C1=CC=C(C=C1)C=1C=CC=2OC=3C=CC=C4OC=5C=CC=CC5B(C34)C2C1